S1(C=CC=C1)=O thiophene S-oxide